oxalic acid bis(2,2-difluoroethyl) ester FC(COC(C(=O)OCC(F)F)=O)F